(E)-3-((1,5-dithiaspiro[5.5]undecan-7-ylidene)methyl)-5-methyl-1H-indole S1CCCSC12\C(\CCCC2)=C\C2=CNC1=CC=C(C=C21)C